3-(1-{4-cyano-5-[5-methyl-2-(4-trifluoromethyl-phenyl)-thiazol-4-yl]-2H-[1,2,3]triazol-2-yl}-ethoxycarbonyloxy)-2,2-dimethyl-propionic acid C(#N)C1=NN(N=C1C=1N=C(SC1C)C1=CC=C(C=C1)C(F)(F)F)C(C)OC(=O)OCC(C(=O)O)(C)C